ethoxy-N-(6-methyl-pyridazin-3-yl)-3-(2-trimethylsilylethoxymethyl)benzimidazol-5-amine C(C)OC=1N(C2=C(N1)C=CC(=C2)NC=2N=NC(=CC2)C)COCC[Si](C)(C)C